OCCNCCN N-(2-hydroxyethyl)-1,2-diaminoethane